(R)-2,6-dimethoxy-N-(8-methoxy-5-methyl-4,5-dihydronaphtho[2,1-d]isoxazol-3-yl)benzenesulfonamide COC1=C(C(=CC=C1)OC)S(=O)(=O)NC1=NOC2=C1C[C@H](C1=CC=C(C=C12)OC)C